(2S,4S)-4-((1H-indazol-3-yl)amino)-1-(2-methylbenzofuro[3,2-d]pyrimidin-4-yl)pyrrolidine-2-carboxylic acid N1N=C(C2=CC=CC=C12)N[C@H]1C[C@H](N(C1)C=1C2=C(N=C(N1)C)C1=C(O2)C=CC=C1)C(=O)O